(S)-2-((4-(6-(isoquinolin-5-ylmethoxy)pyridin-2-yl)piperidin-1-yl)methyl)-1-(oxetine-2-ylmethyl)-1H-benzo[d]imidazole-6-carboxylic acid C1=NC=CC2=C(C=CC=C12)COC1=CC=CC(=N1)C1CCN(CC1)CC1=NC2=C(N1CC=1OCC1)C=C(C=C2)C(=O)O